ClC=1C=C(CNCCCCOCCNC2=NC3=C(C4=CN=CC=C24)C=CC(=C3)C#N)C=C(C1)CO 5-((2-(4-((3-Chloro-5-(hydroxymethyl)benzyl)amino)butoxy)ethyl)amino)benzo[c][2,6]naphthyridine-8-carbonitrile